methyl 1-((5-methylisoxazol-3-yl)methyl)-1H-indazole-3-carboxylate CC1=CC(=NO1)CN1N=C(C2=CC=CC=C12)C(=O)OC